2-[4-amino-1-[4-[(2,6-dioxo-3-piperidyl)amino]-2-fluoro-phenyl]-4-piperidyl]acetic acid NC1(CCN(CC1)C1=C(C=C(C=C1)NC1C(NC(CC1)=O)=O)F)CC(=O)O